CCOC1=NC(=CC2=NC(=NN21)S(=O)(=O)NC3=C(C=CC=C3Cl)C(=O)OC)F The molecule is the methyl ester of cloransulam. An inhibitor of acetohydroxyacid synthase (AHAS), it prevents the synthesis of amino acids in plants and is used as a herbicide for the control of post-emergence control of broad-leaved weeds in soybeans. It is not approved for use within the European Area. It has a role as a herbicide, an EC 2.2.1.6 (acetolactate synthase) inhibitor and an agrochemical. It is a methyl ester, a sulfonamide, a member of monochlorobenzenes, an organofluorine compound and a member of triazolopyrimidines. It derives from a cloransulam.